1-(4-carbamoyl-5-fluoro-pyrimidin-2-yl)-4-fluoro-piperidine-4-carboxylic acid C(N)(=O)C1=NC(=NC=C1F)N1CCC(CC1)(C(=O)O)F